4-chloro-2-(imidazo[1,2-a]pyridin-8-ylmethoxy)benzaldehyde ClC1=CC(=C(C=O)C=C1)OCC=1C=2N(C=CC1)C=CN2